4-(4-propenoylpiperazin-1-yl)-7-(2-amino-7-fluorobenzo[d]thiazol-4-yl)-6-chloro-2-(dimethylamino)-8-fluoroquinoline-3-carbonitrile C(C=C)(=O)N1CCN(CC1)C1=C(C(=NC2=C(C(=C(C=C12)Cl)C1=CC=C(C2=C1N=C(S2)N)F)F)N(C)C)C#N